FC(C1=C(CSC2=NC3=CC=CC=C3C=C2)C=CC=C1)(F)F 2-((2-(trifluoromethyl)benzyl)thio)quinoline